N-(2,3-dihydro-1H-isoindol-5-yl)methanesulfonoimidamide C1NCC2=CC(=CC=C12)NS(=O)(=N)C